ClCC(=O)NC(C)C1=CC(=CN2C1=NC(=CC2=O)N2CCCCC2)C 2-chloro-N-(1-(7-methyl-4-oxo-2-(piperidin-1-yl)-4H-pyrido[1,2-a]pyrimidin-9-yl)ethyl)acetamide